C(C)(C)(C)OC(N(C)C1(CC1)C#C)=O (1-ethynyl-cyclopropyl)(methyl)carbamic acid tert-butyl ester